tert-butyl 7-((3-(2,6-dioxopiperidin-3-yl)-1-methyl-1H-indazol-6-yl) (methyl) amino)-2-azaspiro[3.5]nonane-2-carboxylate O=C1NC(CCC1C1=NN(C2=CC(=CC=C12)N(C1CCC2(CN(C2)C(=O)OC(C)(C)C)CC1)C)C)=O